2-(4-chlorobenzyl)-N3-cyclohexylquinoxaline-2,3-diamine ClC1=CC=C(CC2(NC3=CC=CC=C3N=C2NC2CCCCC2)N)C=C1